FC(C1(CC1)C1=CC=CC=N1)(F)F 6-(1-(trifluoromethyl)cyclopropyl)pyridine